C1(CC1)C1=C(C(=NO1)C1=C(C=CC=C1)OC(F)(F)F)COC1CC2CCC(C1)N2C=2SC1=C(N2)C(=CC(=C1)C(=O)O)F 2-[3-({5-cyclopropyl-3-[2-(trifluoromethoxy)phenyl]-1,2-oxazol-4-yl}methoxy)-8-azabicyclo[3.2.1]oct-8-yl]-4-fluoro-1,3-benzothiazole-6-carboxylic acid